Pyrrolo[1,2-d][1,2,4]Triazine C=1C=2N(C=NN1)C=CC2